COC1=NC2=CC(=CC(=C2N=C1)C=1SC2=NC(=CC(=C2N1)C)OCCN)C 2-((2-(2-methoxy-7-methylquinoxalin-5-yl)-7-methylthiazolo[5,4-b]pyridin-5-yl)oxy)ethylamine